1,1-diethyl-n-propylamine C(C)C(CC)(CC)N